cyanuric acid monopalmitate C(CCCCCCCCCCCCCCC)(=O)O.N1C(=O)NC(=O)NC1=O